methyl 4-(2,6-dicyanophenyl)-3-(2-methoxyethoxy)-2-oxo-2H-pyran-6-carboxylate C(#N)C1=C(C(=CC=C1)C#N)C1=C(C(OC(=C1)C(=O)OC)=O)OCCOC